4,6-difluoro-5-iodo-2-methyl-1H-1,3-benzodiazole FC1=C(C(=CC=2NC(=NC21)C)F)I